(tert-butyl 2-((1-(6-((2-amino-2-oxo-1-phenylethyl) thio)-3,5-dicyano-4-ethylpyridin-2-yl) piperidin-4-yl) amino)-2-oxoethyl) carbamate C(N)(OC(C(=O)NC1CCN(CC1)C1=NC(=C(C(=C1C#N)CC)C#N)SC(C(=O)N)C1=CC=CC=C1)C(C)(C)C)=O